methyl 2-(3-methyl-4-((6-(methylsulfonyl)quinolin-4-yl)oxy)phenyl)acetate CC=1C=C(C=CC1OC1=CC=NC2=CC=C(C=C12)S(=O)(=O)C)CC(=O)OC